N,N'-bis-(β-(3,5-di-tert-butyl-4-hydroxyphenyl)propionyl)hexanediamine C(C)(C)(C)C=1C=C(C=C(C1O)C(C)(C)C)CCC(=O)NC(CCCCC)NC(CCC1=CC(=C(C(=C1)C(C)(C)C)O)C(C)(C)C)=O